CN1N=NN=C1S methyl-5-mercaptotetrazole